4H-benzo[6,7]cyclohepta[1,2-d]pyrimidin-4-one N=1C=NC(C=2C1C1=C(C=CC2)C=CC=C1)=O